(R)-3-(6-chloro-2-(4-methylpiperazin-1-yl)pyrimidin-4-yl)-10-methyl-9,10,11,12-tetrahydro-8H-[1,4]diazepino[5',6':4,5]thieno[3,2-f]quinolin ClC1=CC(=NC(=N1)N1CCN(CC1)C)C1=NC=2C=CC3=C(C2C=C1)C1=C(S3)CN[C@@H](CN1)C